BrC1=C(C(=C(C(=C1F)F)S(=O)C)F)F 1-bromo-2,3,5,6-tetrafluoro-4-(methylsulfinyl)benzene